INDENEMETHANOL C1(C=CC2=CC=CC=C12)CO